(2-((2'-chloro-2-fluoro-[1,1'-biphenyl]-3-yl)amino)-2-oxoethyl)-5-nitro-1H-indazole-3-carboxamide ClC1=C(C=CC=C1)C1=C(C(=CC=C1)NC(CN1N=C(C2=CC(=CC=C12)[N+](=O)[O-])C(=O)N)=O)F